C1(=CC=CC=2C3=CC=CC=C3PC12)CC1=CC=C(C=C1)CC1=CC=CC=2C3=CC=CC=C3PC12 1,4-bis(9-phosphafluorenyl)methylbenzene